3-(4-cyclopropyl-2-triisopropylsilyloxy-phenyl)-2,3,7,10-tetrazatricyclo[6.4.1.04,13]trideca-1,4(13)-diene-7-carboxylate C1(CC1)C1=CC(=C(C=C1)N1N=C2CCNCC3N(CCC1=C23)C(=O)[O-])O[Si](C(C)C)(C(C)C)C(C)C